1,2-dipropylpiperidinium mesylate S(C)(=O)(=O)[O-].C(CC)[NH+]1C(CCCC1)CCC